7-[(5-Bromopyridin-3-yl)methoxy]-N-[(2,4-dimethoxyphenyl)methyl]-N-methylquinolin-2-amine BrC=1C=C(C=NC1)COC1=CC=C2C=CC(=NC2=C1)N(C)CC1=C(C=C(C=C1)OC)OC